pentaethylene glycol butylmethyl ether C(CCC)COCCOCCOCCOCCOCCO